hexahydro-1H-4,7-methanoisoindole-2(3H)-carbonyl chloride C1N(CC2C3CCC(C12)C3)C(=O)Cl